ClC1=C(C(=O)N[C@@H]2CN(C[C@@H]2F)C(C2=CC(=CC=C2)F)=O)C=CC=C1 2-chloro-N-[(3R,4S)-4-fluoro-1-(3-fluorobenzoyl)pyrrolidin-3-yl]benzamide